C([O-])(O)=O.[K+] Potassium Bicarbonate